perfluoro-t-butanol FC(C(C(F)(F)F)(C(F)(F)F)O)(F)F